C(C)C1N(C(C(=C1)O)=O)C(COC)COC ethyl-1-(1,3-dimethoxypropan-2-yl)-4-hydroxy-5-oxo-2,5-dihydro-1H-pyrrole